hydroxynervonate OC(C(=O)[O-])CCCCCCCCCCCC\C=C/CCCCCCCC